C(C)(=O)N1C[C@@H](CC1)N1N=CC(=C1)C=1NC=CC1 2-(1-((R)-1-acetylpyrrolidin-3-yl)-1H-pyrazol-4-yl)-1H-pyrrole